(S)-2-((((9H-fluoren-9-yl)methoxy)carbonyl)amino)-7-(dimethylamino)-7-oxoheptanoic acid C1=CC=CC=2C3=CC=CC=C3C(C12)COC(=O)N[C@H](C(=O)O)CCCCC(=O)N(C)C